OC(=O)C(F)(F)F.C(C)N1N=C2N=C(C(=CC2=C1N(C=1SC(=C(N1)C1=CC=C(C=C1)F)C#N)C)N1CCNCC1)C 2-((2-ethyl-6-methyl-5-(piperazin-1-yl)-2H-pyrazolo[3,4-b]pyridin-3-yl)(methyl)amino)-4-(4-fluorophenyl)thiazole-5-carbonitrile TFA salt